Cl.C(C)(=O)NCCOC1=CC=C(C=C1)CC(C(=O)O)N 3-(4-(2-acetamidoethoxy)phenyl)-2-aminopropanoic acid hydrochloride